FC1=CC=C(OCCN2N=NC(=C2C(=O)N[C@@H](C)C2=CC=C(C(=O)O)C=C2)C=2OC(=CC2)C)C=C1 (S)-4-(1-(1-(2-(4-fluorophenoxy)ethyl)-4-(5-methylfuran-2-yl)-1h-1,2,3-triazole-5-carboxamido)ethyl)benzoic acid